CC1=NC(=NC(=C1)C)N1N=C(C=C1O)C(=O)NC1=CC=C(C=C1)CCO 1-(4,6-dimethylpyrimidin-2-yl)-5-hydroxy-N-(4-(2-hydroxyethyl)phenyl)-1H-pyrazole-3-carboxamide